ClC1=C(C(=CC=C1)C#N)C1=NC=C(C=N1)C(=O)N (2-chloro-6-cyanophenyl)pyrimidine-5-carboxamide